3-hydroxy-2-(hydroxymethyl)propyl ((((2R,3S,4R,5S)-5-(4-aminopyrrolo[2,1-f][1,2,4]triazin-7-yl)-2-cyano-3,4-dihydroxytetrahydrofuran-2-yl)methoxy)(phenoxy)phosphoryl)-L-alaninate NC1=NC=NN2C1=CC=C2[C@H]2[C@@H]([C@@H]([C@@](O2)(C#N)COP(=O)(OC2=CC=CC=C2)N[C@@H](C)C(=O)OCC(CO)CO)O)O